OCCCC1=NC2=CC(=CC=C2C=C1)C1=NC=CN=C1OC1=CC=C(C=C1)C(F)(F)F (3-Hydroxypropyl)-7-(3-(4-(trifluoromethyl)phenoxy)pyrazin-2-yl)quinolin